Cl.COC([C@@H](N)CCCN(C(N)=N)[N+](=O)[O-])=O N'-nitro-L-arginine methyl ester hydrochloride